BrC1=CC=C(C=C1)C1=NN2C(=NC=C(C2=N1)C)Br 2-(4-bromophenyl)-5-bromo-8-methyl-[1,2,4]triazolo[1,5-c]pyrimidine